FC1=CC2=C(N=C(O2)COC2=C(C=O)C=CC=C2OC)C=C1 ((6-fluorobenzo[d]oxazol-2-yl)methoxy)-3-methoxybenzaldehyde